C1(CCCCC1)P(C1=C(C=CC=C1)C1=C(N(C)C)C=CC=C1)C1CCCCC1 2-(2-dicyclohex-ylphosphanyl-phenyl)-N,N-dimethylaniline